CC(CC(C)=O)(C)C1=CC=C(C=C1)C 4-methyl-4-(p-tolyl)pentan-2-one